ClC=1C=C2C(=CNC2=CC1)CCO 2-(5-chloro-1H-indol-3-yl)ethan-1-ol